NC1=CC(=NC=N1)NC1=C2C(=NC(=C1)N(C=1C(=CC(=NC1)C#N)CC)C)N(C=N2)C 5-{[7-(6-Amino-pyrimidin-4-ylamino)-3-methyl-3H-imidazo[4,5-b]pyridin-5-yl]-methyl-amino}-4-ethyl-pyridine-2-carbonitrile